2-{12-chloro-8-oxatricyclo[7.4.0.02,7]trideca-1(13),2(7),3,5,9,11-hexaen-3-yl}-4-{8-oxatricyclo[7.4.0.02,7]trideca-1(9),2,4,6,10,12-hexaen-3-yl}-6-phenyl-1,3,5-triazine ClC1=CC=C2OC=3C=CC=C(C3C2=C1)C1=NC(=NC(=N1)C1=C2C=3C=CC=CC3OC2=CC=C1)C1=CC=CC=C1